C(NN)(=O)OCC1=CC=CC=C1 Z-benzyl carbazate